4-(1-(5-methoxy-2-(1-methyl-1H-pyrazol-4-yl)-4-nitrophenyl)piperidine-4-carbonyl)piperazine-1-Carboxylic acid tert-butyl ester C(C)(C)(C)OC(=O)N1CCN(CC1)C(=O)C1CCN(CC1)C1=C(C=C(C(=C1)OC)[N+](=O)[O-])C=1C=NN(C1)C